3-(tert-butoxycarbonylamino)-3-phenyl-propanoate C(C)(C)(C)OC(=O)NC(CC(=O)[O-])C1=CC=CC=C1